CC=1C(=NC=CC1)COC1=CC=CC=2CCCCC12 3-methyl-2-(((5,6,7,8-tetrahydronaphthalen-1-yl)oxy)methyl)pyridine